C(CCCCCCCCCCCCC)[N+](CC)(C)CCCCCCCCCCCCCC ditetradecylmethylethylammonium